2-(difluoromethoxy)-4-[4-(difluoromethyl)-6-(1-ethylpyrazol-4-yl)-2-methylindazol-3-yl]-6-methoxybenzamide FC(OC1=C(C(=O)N)C(=CC(=C1)C=1N(N=C2C=C(C=C(C12)C(F)F)C=1C=NN(C1)CC)C)OC)F